1-[(2R,6S)-6-(hydroxymethyl)-4-tritylmorpholin-2-yl]-5-methylpyrimidine-2,4(1H,3H)-dione OC[C@H]1O[C@H](CN(C1)C(C1=CC=CC=C1)(C1=CC=CC=C1)C1=CC=CC=C1)N1C(NC(C(=C1)C)=O)=O